3-(4-ethylpiperazin-1-yl)-propionic acid C(C)N1CCN(CC1)CCC(=O)O